C[N+](CC[NH3+])(C)C N,N,N-trimethyl-ethylene diammonium